(1R,2S)-N2-(1-chlorobenzyl)-1-(2-chlorophenyl)-N1-methylcyclohexane-1,2-diamine ClC1(CN[C@@H]2[C@](CCCC2)(NC)C2=C(C=CC=C2)Cl)CC=CC=C1